CC1=C(C(=CC(=C1)C)C)C=1C(OC2(C1OC(CC(C)(C)C)=O)CCCC2)=O 3-(2,4,6-trimethylphenyl)-2-oxo-1-oxaspiro[4.4]non-3-en-4-yl-3,3-dimethylbutyrate